C(C)(C)(C)O[Si](C)(C)C t-butoxytrimethylsilane